[Al].[B].[N] nitrogen boron aluminum